NC1=C(C=C(C=C1[N+](=O)[O-])S(=O)(=O)NC(C)(C)C)Br 4-amino-3-bromo-N-tert-butyl-5-nitro-benzenesulfonamide